2-cyclopropyl-4-methylthiazole C1(CC1)C=1SC=C(N1)C